racemic-6-(2,4-dimethoxypyrimidin-5-yl)-8-((1S,2S)-2-(3-fluoro-4-(trifluoromethyl)phenyl)cyclopropyl)imidazo[1,2-b]pyridazine COC1=NC=C(C(=N1)OC)C=1C=C(C=2N(N1)C=CN2)[C@@H]2[C@H](C2)C2=CC(=C(C=C2)C(F)(F)F)F |r|